CC1(C2=CC=CC=C2C=2C=CC(=CC12)NC=1C=CC=2N(C3=CC=CC=C3C2C1)C)C N-(9,9-dimethyl-9H-fluoren-2-yl)-9-methyl-9H-carbazol-3-amine